ClC1=CC=C(C=C1)C1S(CCC(N1C)=O)(=O)=O 2-(4-chlorophenyl)-3-methyl-1,3-thiazinane-4-one 1,1-dioxide